COC1=CC=C(C=C1)C=1C2=CC=C(N2)C(=C2C=CC(C(=C3C=CC(=C(C=4C=CC1N4)C4=CC=C(C=C4)OC)N3)C3=CC=C(C=C3)OC)=N2)C2=CC=C(C=C2)OC 5,10,15,20-tetrakis(4-methoxyphenyl)-porphyrin